(1S)-4-[6-[5-(6-methyl-2-pyridyl)-1H-imidazol-4-yl]-3-quinolyl]cyclohex-3-en-1-amine CC1=CC=CC(=N1)C1=C(N=CN1)C=1C=C2C=C(C=NC2=CC1)C1=CC[C@H](CC1)N